6-bromo-8-methyl-2-(4-trifluoromethyl-pyridin-2-yl)-3H-quinazolin-4-one BrC=1C=C2C(NC(=NC2=C(C1)C)C1=NC=CC(=C1)C(F)(F)F)=O